tert-Butyl-(3S,4R)-4-phenyl-N-[3-(phenylamino)phenyl]pyrrolidine-3-carboxamide C(C)(C)(C)N1C[C@H]([C@@H](C1)C1=CC=CC=C1)C(=O)NC1=CC(=CC=C1)NC1=CC=CC=C1